5-(piperazin-1-yl)-8-(piperidin-4-yloxy)isoquinoline N1(CCNCC1)C1=C2C=CN=CC2=C(C=C1)OC1CCNCC1